perfluorodiethylene glycol dimethyl ether COC(C(OC(C(F)(F)OC)(F)F)(F)F)(F)F